(S)-7-((3-amino-1H-1,2,4-triazol-1-yl)methyl)-4-(cyclopropylethynyl)-6-fluoro-4-(trifluoromethyl)-3,4-dihydroquinazolin-2(1H)-one NC1=NN(C=N1)CC1=C(C=C2[C@](NC(NC2=C1)=O)(C(F)(F)F)C#CC1CC1)F